[Si](C)(C)(C(C)(C)C)OCC1=NC=CC(=C1)C=1C(=NN2C1N=CC=C2C2CN(CCC2)C(=O)OC(C)(C)C)C tert-Butyl 3-(3-(2-(((tert-butyldimethylsilyl)oxy)methyl)pyridin-4-yl)-2-methylpyrazolo[1,5-a]pyrimidin-7-yl)piperidine-1-carboxylate